1-(4-bromophenyl)-2,2-dimethylpropane-1,3-diol BrC1=CC=C(C=C1)C(C(CO)(C)C)O